BrC1=C(C=C(C(=O)N2CC=3N=C(N(C(C3C[C@H]2C)=O)C2=CC=C3C(=N2)N=CN3C)NN)C=C1)C(F)(F)F (R)-7-(4-bromo-3-(trifluoromethyl)benzoyl)-2-hydrazino-6-methyl-3-(1-methyl-1H-imidazo[4,5-b]pyridin-5-yl)-5,6,7,8-tetrahydropyrido[3,4-d]pyrimidin-4(3H)-one